phosphoric acid diphenyl-2-phenylbenzimidazol-1-yl ester C1(=CC=CC=C1)C1=C(C2=C(N(C(=N2)C2=CC=CC=C2)OP(O)(O)=O)C=C1)C1=CC=CC=C1